BrC=1C=NC(=NC1)C(C(=O)OCC)C1=CC=CC=C1 ethyl (5-bromopyrimidin-2-yl)(phenyl)acetate